C12(CC3CC(CC(C1)C3)C2)NC(=O)NCCCCCOCCOCCOCC 1-adamantan-1-yl-3-{5-[2-(2-ethoxyethoxy)ethoxy]pentyl}-urea